C(C1=CC=CC=C1)OC1=NC(=NC(=C1C1=C(C(=NC=C1)Cl)F)Cl)SC 4-(benzyloxy)-6-chloro-5-(2-chloro-3-fluoropyridin-4-yl)-2-(methylthio)pyrimidine